(4-(((R)-1-hydroxy-4-methylpent-2-yl)amino)-6-((S)-2-(2,4,6-trifluorophenyl)propyl)-1,3,5-triazin-2-yl)methanesulfonamide OC[C@@H](CC(C)C)NC1=NC(=NC(=N1)C[C@H](C)C1=C(C=C(C=C1F)F)F)CS(=O)(=O)N